(1S,4S)-4-[(4-methylbenzenesulfonyl)oxy]cyclohexane-1-carboxylic acid ethyl ester C(C)OC(=O)C1CCC(CC1)OS(=O)(=O)C1=CC=C(C=C1)C